C(=C)C1(C(C=CC=C1C(C)(C)C)C(C)(C)C)OC(=O)C p-vinyl-4-acetoxyl-3,5-di-tert-butylbenzene